9-(tert-butyl)-5-methyl-6(5H)-phenanthridinone C(C)(C)(C)C1=CC=C2C(N(C=3C=CC=CC3C2=C1)C)=O